pentaerythritol phosphonate melamine salt N1=C(N)N=C(N)N=C1N.P(O)(O)=O.OCC(CO)(CO)CO